N6-threonyl-N6-methylcarbamoyl-adenosine N[C@@H]([C@H](O)C)C(=O)N(C=1C=2N=CN([C@H]3[C@H](O)[C@H](O)[C@@H](CO)O3)C2N=CN1)C(NC)=O